C(C)S(=O)(=O)C=1C(=NC=C(C1)C1=NOC(=N1)C1(CC1)C(F)(F)F)C1=NC2=C(N=NC(=C2)C(C)=O)N1C 1-[6-[3-ethylsulfonyl-5-[5-[1-(trifluoromethyl)cyclopropyl]-1,2,4-oxadiazol-3-yl]-2-pyridyl]-7-methyl-imidazo[4,5-c]pyridazin-3-yl]ethanone